CC1=C(C=2N(C=C1C=1NC3=CC=C(C=C3C1C(C)C)C1CN(CCC1)CC(=O)NC)N=CN2)C 2-(3-(2-(7,8-dimethyl-[1,2,4]triazolo[1,5-a]pyridin-6-yl)-3-isopropyl-1H-indol-5-yl)piperidin-1-yl)-N-methylacetamide